C(C1=CC=CC=C1)(=S)SCC(=O)O S-(thiobenzoyl)mercaptoacetic acid